C1=CC(=CC=C1C(=O)NCC(=O)O)O The molecule is an N-acylglycine that is the 4-hydroxy derivative of hippuric acid. It has a role as a human blood serum metabolite. It derives from a N-benzoylglycine. It is a conjugate acid of a p-hydroxyhippurate.